6-fluoro-N-methyl-5-(piperazin-1-yl)pyridinecarboxamide hydrochloride Cl.FC1=C(C=CC(=N1)C(=O)NC)N1CCNCC1